3,4,7,17-tetraazatricyclo[12.3.1.02,6]Octadeca-1(18),2(6),4,14,16-pentaen-8-one C1=2C=3NN=CC3NC(CCCCCC(=CC=N1)C2)=O